2-(2,6-dioxopiperidin-3-yl)-5-fluoro-6-(8-((1-(4-(1-(4-hydroxyphenyl)-2-phenylbut-1-en-1-yl)phenyl)piperidin-4-yl)methyl)-3,8-diazabicyclo[3.2.1]octan-3-yl)isoindoline-1,3-dione O=C1NC(CCC1N1C(C2=CC(=C(C=C2C1=O)F)N1CC2CCC(C1)N2CC2CCN(CC2)C2=CC=C(C=C2)C(=C(CC)C2=CC=CC=C2)C2=CC=C(C=C2)O)=O)=O